2-(3-(2-hydroxy-2-methylpropylamino)-3-oxopropyl)-5-methyl-1,2,3,4-tetrahydroisoquinoline OC(CNC(CCN1CC2=CC=CC(=C2CC1)C)=O)(C)C